4-(3-((1H-indazol-5-yl)amino)-1H-pyrazol-5-yl)phenol N1N=CC2=CC(=CC=C12)NC1=NNC(=C1)C1=CC=C(C=C1)O